ClC=1C(=NC=CC1C1=NC(=C(C=C1)CNC[C@@H]1CCC(N1)=O)OC)C1=C(C(=CC=C1)NC1=NC=CC(=C1F)CN1C[C@H](CC1)O)Cl (S)-5-((((3'-Chloro-2'-(2-chloro-3-((3-fluoro-4-(((S)-3-hydroxypyrrolidin-1-yl)methyl)pyridin-2-yl)amino)phenyl)-6-methoxy-[2,4'-bipyridin]-5-yl)methyl)amino)methyl)pyrrolidin-2-one